(-)-N-[2-cyclopropyl-2-{5-fluoro-4-(2-hydroxypropan-2-yl)-6-[4-(trifluoromethyl)phenyl]Pyridine-2-yl}-2-hydroxyethyl]-8-methoxy-3-methylcinnoline-6-carboxamide C1(CC1)C(CNC(=O)C=1C=C2C=C(N=NC2=C(C1)OC)C)(O)C1=NC(=C(C(=C1)C(C)(C)O)F)C1=CC=C(C=C1)C(F)(F)F